C(C)OC=1C(=NC=CC1)OCC(C)(N)C 1-((3-ethoxypyridin-2-yl)oxy)-2-methylpropan-2-amine